ethyl 2-methoxy-8-[(thiophen-3-ylamino)carbonyl]-7-(trifluoromethyl)quinoline-3-carboxylate COC1=NC2=C(C(=CC=C2C=C1C(=O)OCC)C(F)(F)F)C(=O)NC1=CSC=C1